CO[C@@H]1C[C@H](N2C(CC(CC12)=O)=O)C(=O)OC Methyl (1R,3S)-1-methoxy-5,7-dioxooctahydroindolizine-3-carboxylate